1-[3-(5-methyltetrazol-1-yl)phenyl]-6-oxo-pyridazine-3-carboxamide CC1=NN=NN1C=1C=C(C=CC1)N1N=C(C=CC1=O)C(=O)N